2-fluoro-6-(tributylstannyl)pyridine FC1=NC(=CC=C1)[Sn](CCCC)(CCCC)CCCC